(3-(3-bromo-2-chlorophenoxy)propyl)pyrrolidin-3-ol BrC=1C(=C(OCCCN2CC(CC2)O)C=CC1)Cl